4-(benzyloxy)-benzaldehyde C(C1=CC=CC=C1)OC1=CC=C(C=O)C=C1